4-(3-methoxy-4-((4-((2-methyl-6-(methylcarbamoyl)phenyl)amino)-5-(trifluoromethyl)pyrimidin-2-yl)amino)phenoxy)-N-methyladamantan-1-carboxamide COC=1C=C(OC2C3CC4(CC(CC2C4)C3)C(=O)NC)C=CC1NC1=NC=C(C(=N1)NC1=C(C=CC=C1C(NC)=O)C)C(F)(F)F